3-{5-[(5-Chlorothiophen-2-yl)methoxy]-4-methoxy-1-(2-methoxybenzoyl)-1H-pyrazol-3-yl}-1-methansulfonyl-4-(trifluoromethyl)piperidin ClC1=CC=C(S1)COC1=C(C(=NN1C(C1=C(C=CC=C1)OC)=O)C1CN(CCC1C(F)(F)F)S(=O)(=O)C)OC